CCC1=CC=C(C=C1)S(=O)(=O)O.CC1=CC=C(C=C1)S(=O)(=O)OC Methyl p-toluenesulfonate (Methyl p-toluenesulfonate)